3-((7-chloroisoquinolin-1-yl)amino)-N-(1-methyl-1H-benzo[d][1,2,3]triazol-4-yl)benzenesulfonamide ClC1=CC=C2C=CN=C(C2=C1)NC=1C=C(C=CC1)S(=O)(=O)NC1=CC=CC=2N(N=NC21)C